C(C)(=O)NC(C(=O)O)C1(CCN(CC1)C(CCCC1=NC=2NCCCC2C=C1)=O)O 2-acetamido-2-(4-hydroxy-1-(4-(5,6,7,8-tetrahydro-1,8-naphthyridin-2-yl)butanoyl)piperidin-4-yl)acetic acid